5-bromo-3-fluoro-2-{3-methyl-3-[(tetrahydropyran-2-yl)oxy]azetidin-1-yl}pyridine BrC=1C=C(C(=NC1)N1CC(C1)(OC1OCCCC1)C)F